FC1=C(C(=O)O)C=CC=C1C(=O)OC 2-fluoro-3-methoxycarbonyl-benzoic acid